2-(9-(4-hydroxybutyl)-3,9-diazaspiro[5.5]undecan-3-yl)propane-1,3-diyl bis(2-butyldecanoate) C(CCC)C(C(=O)OCC(COC(C(CCCCCCCC)CCCC)=O)N1CCC2(CC1)CCN(CC2)CCCCO)CCCCCCCC